C[Si](C)(C)[Si](C=CCCCC)([Si](C)(C)C)[Si](C)(C)C 1-tris(trimethylsilyl)silylhexene